C(CC)C1=NC(=C2NC=NC2=N1)N 2-propyladenine